Cl.N1(C=NC=C1)C1=CC=CC(=N1)N1CCC(CC1)CN1CCNCC1 1-((1-(6-(1H-imidazol-1-yl)pyridin-2-yl)piperidin-4-yl)methyl)piperazine hydrochloride